NC=1C(=C(C(=C(C(=O)OC)C1)Br)F)O Methyl 5-amino-2-bromo-3-fluoro-4-hydroxybenzoate